[Na+].[Na+].O[B-]1(CCC=2C=CC(=C(C2O1)C(=O)O)OC1CN(C1)C(C[C@@H]1NCCC1)=O)O.O[B-]1(CCC=2C=CC(=C(C2O1)C(=O)O)OC1CN(C1)C(C[C@@H]1NCCC1)=O)O 4,4-dihydroxy-8-[(1-{[(2R)-pyrrolidin-2-yl]acetyl}azetidin-3-yl)oxy]-5-oxa-4-boranuidabicyclo[4.4.0]deca-1(6),7,9-triene-7-carboxylic acid disodium salt